N-(phosphoacetyl)-l-aspartic acid P(=O)(O)(O)CC(=O)N[C@@H](CC(=O)O)C(=O)O